C1(=CC=CC=C1)N1N=C(N=C1C1=CC=CC=C1)C1=CC=CC=C1 1,3,5-triphenyl-1H-1,2,4-triazole